O1N=CCC12CNC(C2)C(=O)O 1-oxa-2,7-diazaspiro[4.4]non-2-ene-8-carboxylic acid